ClC1([C@H]([C@@H]1C1=CC(=C(C=C1)Cl)Cl)C(=O)O)Cl (1R,3R)-2,2-dichloro-3-(3,4-dichlorophenyl)cyclopropane-1-carboxylic acid